1-[(4-{2-[3-cyano-4-(propan-2-yloxy)phenyl]ethyl}-2-methylphenyl)methyl]azetidine-3-carboxylic acid C(#N)C=1C=C(C=CC1OC(C)C)CCC1=CC(=C(C=C1)CN1CC(C1)C(=O)O)C